NC1=NC(=CC(=C1)SCC1=NC2=C(N1)C=CC(=C2)NC2=CC(=CC=C2)F)C(F)(F)F 2-(((2-Amino-6-(trifluoromethyl)pyridin-4-yl)thio)methyl)-N-(3-fluorophenyl)-1H-benzo[d]imidazol-5-amine